1-[2-cyano-4-(trifluoromethyl)phenyl]-4-{2'-ethyl-[2,3'-bipyridine]-5-yl}-N-[(3R)-1-methylpyrrolidin-3-yl]piperidine-4-carboxamide ruthenium(II) [Ru+2].C(#N)C1=C(C=CC(=C1)C(F)(F)F)N1CCC(CC1)(C(=O)N[C@H]1CN(CC1)C)C=1C=CC(=NC1)C=1C(=NC=CC1)CC